The molecule is a trans-3-enoyl-CoA(4-) obtained by deprotonation of the phosphate and diphosphate OH groups of trans-3-hexenoyl-CoA; major species at pH 7.3. It is a trans-3-enoyl-CoA(4-), a 4-saturated-trans-3-enoyl-CoA(4-) and a medium-chain fatty acyl-CoA(4-). It is a conjugate base of a trans-3-hexenoyl-CoA. CC/C=C/CC(=O)SCCNC(=O)CCNC(=O)[C@@H](C(C)(C)COP(=O)([O-])OP(=O)([O-])OC[C@@H]1[C@H]([C@H]([C@@H](O1)N2C=NC3=C(N=CN=C32)N)O)OP(=O)([O-])[O-])O